O[C@@H]1[C@H](O[C@H]([C@@H]([C@H]1O)O)OC1=CC(=CC(=C1)\C=C\C1=CC=C(C=C1)O)O)C(=O)O (2S,3S,4S,5R,6S)-3,4,5-trihydroxy-6-[3-hydroxy-5-[(E)-2-(4-hydroxyphenyl)ethenyl]phenoxy]oxane-2-carboxylic acid